(2S,4R)-1-[(2S)-2-(4-cyclopropyltriazol-1-yl)-3,3-dimethyl-butanoyl]-4-hydroxy-N-[3-(tetrazol-1-yl)propyl]pyrrolidine-2-carboxamide C1(CC1)C=1N=NN(C1)[C@H](C(=O)N1[C@@H](C[C@H](C1)O)C(=O)NCCCN1N=NN=C1)C(C)(C)C